N[C@H](CC1=CNC=N1)C(=O)O D-Histidin